C1(=CC=CC=C1)OCC[C@H](NC(CCCCCCCCC=C)=O)C(=O)NCC(=O)O O-phenyl-N-(undec-10-enoyl)-L-homoserylglycine